FC(C1=CC=C(C=C1)CC=1C=2N(C=CC1)N=CC2C(=O)ON2C(CCC2=O)=O)(F)F (2,5-dioxopyrrolidin-1-yl) 4-[[4-(trifluoromethyl)phenyl]methyl]pyrazolo[1,5-a]pyridine-3-carboxylate